FC(CN1N=CC=2C1=NC(=CN2)N2CCC1(CCC(C1)OC=1C=NC(=CC1)C(F)(F)F)CC2)F 8-(1-(2,2-difluoroethyl)-1H-pyrazolo[3,4-b]pyrazin-6-yl)-2-((6-(trifluoromethyl)pyridin-3-yl)oxy)-8-azaspiro[4.5]decane